2-[18F]fluoropropyl 4-methylbenzenesulfonate CC1=CC=C(C=C1)S(=O)(=O)OCC(C)[18F]